CC(C)=CCC=C(C)C 2,6-dimethyl-2,5-heptadiene